benzopyran-5-carbaldehyde O1CC=CC=2C1=CC=CC2C=O